C(C1=CC=CC=C1)N1C[C@@]2([C@](C1)(C(OC2=O)=O)C)C (3aR,6aS)-5-benzyl-3a,6a-dimethyltetrahydro-1H-furo[3,4-c]pyrrole-1,3(3aH)-dione